1-(2-cyano-4-fluorophenyl)-N-[4-(1,1,1,3,3,3-hexafluoro-2-hydroxypropan-2-yl)phenyl]-2-oxo-1,2-dihydropyridine-3-carboxamide C(#N)C1=C(C=CC(=C1)F)N1C(C(=CC=C1)C(=O)NC1=CC=C(C=C1)C(C(F)(F)F)(C(F)(F)F)O)=O